Methyl 5-bromopyridineformate BrC=1C=CC(=NC1)C(=O)OC